2-(chloromethyl)-5-[3-(trifluoromethyl)phenyl]-1,3-oxazole ClCC=1OC(=CN1)C1=CC(=CC=C1)C(F)(F)F